5-hydroxynaphthalene-1,4-dione OC1=C2C(C=CC(C2=CC=C1)=O)=O